C(CCCCCCC\C=C/CCCCCCCC)(=O)N (Z)-9-octadecenoic acid amide